(5aR,5bS,7aS,8S,10aS,10bR)-2-(ethylamino)-5a,7a-dimethyl-5,5a,5b,6,7,7a,8,9,10,10a,10b,11-dodecahydro-4H-cyclopenta[7,8]phenanthro[2,1-d]thiazol-8-ol C(C)NC=1SC2=C(N1)CC[C@@]1([C@H]3CC[C@]4([C@H]([C@@H]3CC=C12)CC[C@@H]4O)C)C